CC=1C=NC=2C(CCC(C2C1)C#N)=C 3-methyl-8-methylene-5,6,7,8-tetrahydroquinoline-5-carbonitrile